3-isopropyl-4,5-dihydroisoxazole-5-carboxylic acid methyl ester COC(=O)C1CC(=NO1)C(C)C